N1C=CC=2C(NCCC21)=O 1,5,6,7-tetrahydropyrrolo[3,2-c]Pyridin-4-one